C12C(C=C(N1)C=C1C=CC(=N1)C=C1C=CC(N1)=CC=1C=CC(N1)=C2)=[Se] porphyrineselon